4,4'-thiobis(6-tertiary-butyl-m-cresol) S(C=1C(=CC(=C(C1)C(C)(C)C)O)C)C=1C(=CC(=C(C1)C(C)(C)C)O)C